FC=1C=C(C=NC1OC)C=1C=C2C(=NC=NC2=C(C1)C1=CC=C(C=C1)OC)C 6-(5-fluoro-6-methoxypyridin-3-yl)-8-(4-methoxyphenyl)-4-methyl-quinazoline